methyl 2-[(diphenylmethylidene)amino]acetate C1(=CC=CC=C1)C(C1=CC=CC=C1)=NCC(=O)OC